ClC=1C=CC=C2C(C=C(OC12)C1=C(OC2CC(C2)C(=O)O)C=C(C=C1)OC)=O 3-[2-(8-chloro-4-oxo-chromen-2-yl)-5-methoxy-phenoxy]cyclobutane-carboxylic acid